6-chloro-7-(2-fluorophenyl)quinazolin-4-ol ClC=1C=C2C(=NC=NC2=CC1C1=C(C=CC=C1)F)O